6-chloro-N-(2-(difluoromethoxy)benzyl)-3-isopropylimidazo[1,2-b]pyridazin-8-amine ClC=1C=C(C=2N(N1)C(=CN2)C(C)C)NCC2=C(C=CC=C2)OC(F)F